O1CCN(CC1)CCN1N=CC=C1C(=O)OC methyl 1-(2-morpholinoethyl)-1H-pyrazole-5-carboxylate